caprylic acid succinate C(CCC(=O)O)(=O)O.C(CCCCCCC)(=O)O